P(O)(=O)(OP(=O)(O)OP(=O)(O)O)OC[C@@H]1[C@H]([C@H]([C@@H](O1)C1=CN(C(=O)NC1=O)C)OC)O 1-methyl-2'-O-methylpseudouridine-5'-triphosphate